[(3R,9aS)-3-(3,4-Difluorophenyl)-3-hydroxy-1,4,6,7,9,9a-hexahydropyrazino[2,1-c][1,4]oxazin-8-yl]-[3-(3-fluoro-1H-pyrazol-4-yl)phenyl]methanon FC=1C=C(C=CC1F)[C@@]1(CN2[C@H](CO1)CN(CC2)C(=O)C2=CC(=CC=C2)C=2C(=NNC2)F)O